Allyl 5-(((((S)-1-butoxy-1-oxopropan-2-yl)amino)(naphthalen-1-yloxy)phosphoryl)difluoromethyl)benzo[b]thiophene-2-carboxylate C(CCC)OC([C@H](C)NP(=O)(OC1=CC=CC2=CC=CC=C12)C(C1=CC2=C(SC(=C2)C(=O)OCC=C)C=C1)(F)F)=O